C1(CCCCCC1)[C@@H](C(=O)NC1=NC=C(C=C1)C1=C(N=NN1C)C)NC(OC(C)(C)C)=O tert-butyl (S)-(1-cycloheptyl-2-((5-(1,4-dimethyl-1H-1,2,3-triazol-5-yl)pyridin-2-yl)amino)-2-oxoethyl)carbamate